N1(CCCC1)C(=O)C1=CC2=C(C(C=3C(=NSN3)C2=O)=O)S1 6-(pyrrolidine-1-carbonyl)thieno[2',3':4,5]benzo[1,2-c][1,2,5]thiadiazole-4,8-dione